3-methyl-N-(1-methylcyclopropyl)-1-(m-tolylmethyl)-2-oxo-benzimidazole-5-sulfonamide CN1C(N(C2=C1C=C(C=C2)S(=O)(=O)NC2(CC2)C)CC=2C=C(C=CC2)C)=O